3-phenyl-N-[trans-3-([[1-(1-methylpiperidin-4-yl)azetidin-3-yl]formohydrazido]carbonyl)cyclobutyl]-isoxazole-5-carboxamide C1(=CC=CC=C1)C1=NOC(=C1)C(=O)N[C@@H]1C[C@H](C1)C(=O)NNC(=O)C1CN(C1)C1CCN(CC1)C